ClC1=CC(=C(N=N1)C1=CN=CS1)NCC1CN(CCO1)C(=O)OC(C)(C)C tert-butyl 2-((6-chloro-3-(thiazol-5-yl)pyridazin-4-ylamino)methyl)morpholine-4-carboxylate